Zinc acetate C(C)(=O)[O-].[Zn+2].C(C)(=O)[O-]